bis(2-aminoethyl)piperazine NCCN1CCN(CC1)CCN